(1S,4S)-4-(p-toluenesulfonyl)cyclohexane-1-carboxylic acid CC1=CC=C(C=C1)S(=O)(=O)C1CCC(CC1)C(=O)O